(R)-(8-(3-(hydroxymethyl)-6-methyl-5-((1-methyl-1H-indol-7-yl)thio)pyrazin-2-yl)-8-azaspiro[4.5]Decyl-1-yl)carbamic acid tert-butyl ester C(C)(C)(C)OC(N=C1CCCC12CCN(CC2)C2=NC(=C(N=C2CO)SC=2C=CC=C1C=CN(C21)C)C)=O